4-((2,4-dichloro-5-methoxyphenyl)amino)-7-(3-(4-(8-((2-(2,6-dioxopiperidin-3-yl)-1-oxoisoindolin-4-yl)oxy)octanoyl)piperazin-1-yl)propoxy)-6-methoxyquinoline-3-carbonitrile ClC1=C(C=C(C(=C1)Cl)OC)NC1=C(C=NC2=CC(=C(C=C12)OC)OCCCN1CCN(CC1)C(CCCCCCCOC1=C2CN(C(C2=CC=C1)=O)C1C(NC(CC1)=O)=O)=O)C#N